C(C)C=1C=C(C=CC1C1=CC=C2C(=NNC2=C1)C=1NC=C(N1)\C=C\[C@@H]1NCCOC1)O (S,E)-3-ethyl-4-(3-(4-(2-(morpholin-3-yl)vinyl)-1H-imidazol-2-yl)-1H-indazol-6-yl)phenol